1-(5-(2-((4-bromo-2,6-dimethylphenyl)imino)-1-(3-methoxyphenyl)vinyl)-2-methylfuran-3-yl)ethanone BrC1=CC(=C(C(=C1)C)N=C=C(C1=CC(=CC=C1)OC)C1=CC(=C(O1)C)C(C)=O)C